3-[3-methyl-2-oxo-4-[2-[1-(4-piperidylmethyl)azetidin-3-yl]ethynyl]benzimidazol-1-yl]piperidine CN1C(N(C2=C1C(=CC=C2)C#CC2CN(C2)CC2CCNCC2)C2CNCCC2)=O